argininyl-manganese N[C@@H](CCCNC(N)=N)C(=O)[Mn]